CN(C(=O)NC1=NC(=CC(=C1)C(F)(F)F)C)C1CCN(CC1)C=1N=CC(=NC1)CC(=O)N (5-(4-(1-methyl-3-(6-methyl-4-(trifluoromethyl)pyridin-2-yl)ureido)piperidin-1-yl)pyrazin-2-yl)acetamide